NC1=C2C(=NC=N1)N(N=C2C2=CC=C(C=C2)OC2=CC=CC=C2)[C@H]2CN(CCC2)C(CN2CCC1(CN(C1)C=1C=C3C(N(C(C3=CC1)=O)C1C(NC(CC1)=O)=O)=O)CC2)=O 5-(7-(2-((R)-3-(4-amino-3-(4-phenoxyphenyl)-1H-pyrazolo[3,4-d]pyrimidin-1-yl)piperidin-1-yl)-2-oxoethyl)-2,7-diazaspiro[3.5]non-2-yl)-2-(2,6-dioxopiperidin-3-yl)isoindoline-1,3-dione